F[C@@H]1C[C@H](N(C1)C(=O)OC(C)(C)C)C(N[C@H](C)C(=C(C)C)F)=O tert-Butyl (2S,4R)-4-fluoro-2-(((R)-3-fluoro-4-methylpent-3-en-2-yl)carbamoyl)pyrrolidine-1-carboxylate